COP(OC)(=O)C1=NNC=C1C(F)(F)F trifluoromethyl-pyrazolyl-phosphonic acid dimethyl ester